COC1=CC=C(C(C2=CC=C(C=C2)OC)(C2=CC=CC=C2)OC[C@@H]2[C@H]([C@H]([C@@H](O2)N2C=NC=3C(=O)NC(NC(C(C)C)=O)=NC23)OC)O)C=C1 5'-O-(4,4'-dimethoxytrityl)-N2-isobutyryl-2'-O-methyl-guanosine